diethyl-2,2-diisobutylsuccinate C(C)OC(C(CC(=O)OCC)(CC(C)C)CC(C)C)=O